tetradecanoic acid lauryl ester C(CCCCCCCCCCC)OC(CCCCCCCCCCCCC)=O